C(C=C)(=O)N1CC(N(C(C1)C)C=1C2=C(N(C(N1)=O)C=1C(=NC=CC1C)C(C)C)N=C(C(=C2)C#N)C2=C(C=CC(=C2)C)F)C 4-(4-acryloyl-2,6-dimethylpiperazin-1-yl)-7-(2-fluoro-5-methylphenyl)-1-(2-isopropyl-4-methylpyridin-3-yl)-2-oxo-1,2-dihydropyrido[2,3-d]pyrimidine-6-carbonitrile